dimethyl 4-((1r,3r)-3-(ethyl(piperidin-4-ylmethyl)amino)cyclobutoxy)phthalate C(C)N(C1CC(C1)OC=1C=C(C(C(=O)OC)=CC1)C(=O)OC)CC1CCNCC1